CC=1C2=CNN=C2C=CC1 4-methyl-2H-indazol